2-(4-chlorophenyl)-2-cyclohexen-1-ol ClC1=CC=C(C=C1)C=1C(CCCC1)O